ClC=1C(=CC2=C([C@@H]([C@](O2)(C2=CC=CC=C2)CNC2CCC2)C)C1C1=C(C(=O)N)C=CC(=C1F)OCCO)F 2-((2s,3s,4s)-5-chloro-2-((cyclobutylamino)methyl)-6-fluoro-3-methyl-2-phenyl-2,3-dihydrobenzofuran-4-yl)-3-fluoro-4-(2-hydroxyethoxy)benzamide